CC1NC(CC(C1)N1N=CC(=C1)N)C (trans-2,6-dimethylpiperidin-4-yl)-1H-pyrazol-4-amine